ClC=1C=2N(C=CN1)C(=NC2)C21CC3(C(CC14OCCO4)(CC2)C(=O)OCC)OCCO3 ethyl 4'-(8-chloroimidazo[1,5-a]pyrazin-3-yl)dispiro[[1,3]dioxolane-2,2'-bicyclo[2.2.2]octane-5',2''-[1,3]dioxolane]-1'-carboxylate